COC(C1=C(C=CC(=C1)OC1=NC(=CC2=C1N(C=N2)C(C)C)Br)C)=O 5-((6-bromo-3-isopropyl-3H-imidazo[4,5-c]pyridin-4-yl)oxy)-2-methylbenzoic acid methyl ester